BrC1=CC(=C(CN2C(C3=NC=CC=C3C2=O)([2H])[2H])C(=C1)F)C1CCCC1 6-(4-bromo-2-cyclopentyl-6-fluorobenzyl)-6,7-dihydro-5H-pyrrolo[3,4-b]pyridin-5-one-7,7-d2